C(C)(C)(C)[Si](C)(C)O[C@@H]1C=C(CCC1(C)C)B1OC(C(O1)(C)C)(C)C tert-Butyl({[(1R)-6,6-dimethyl-3-(tetramethyl-1,3,2-dioxaborolan-2-yl)cyclohex-2-en-1-yl]oxy})dimethylsilane